C12C(=CC3=CC=CC=C13)C2 methano-1H-indene